BrC1=C(C=C(C=C1)C(F)(F)F)NC(=[Se])N 1-(2-bromo-5-(trifluoromethyl)phenyl)selenourea